ClCCCCCCCCC(OCCCCCCC)OCCCCCCC 9-chloro-1,1-diheptoxynonane